[Cl-].C(C)(C)(C)OC(CC1(CC2=CC=CC=C2C1)C(=O)NCC=1SC2=C(N1)C=C(C(=C2)OC)OCCC[N+](C)(CC)CC)=O 3-[[2-[[[2-(2-tert-butoxy-2-oxo-ethyl)indane-2-carbonyl]amino]methyl]-6-methoxy-1,3-benzothiazol-5-yl]oxy]propyl-diethyl-methyl-ammonium Chloride